1,3,5-tris(2-thiophenylethynyl)benzene S1C(=CC=C1)C#CC1=CC(=CC(=C1)C#CC=1SC=CC1)C#CC=1SC=CC1